NC=1C=C(C=CC1)S(=O)(=O)NC1=NC=C(C(=N1)C1=C(C=CC=C1)C(F)(F)F)C1=CC(=CC=C1)[C@@H]1C[C@@H](CC1)OC(F)(F)F 3-amino-N-(5-(3-((1S,3R)-3-(trifluoromethoxy)cyclopentyl)phenyl)-4-(2-(trifluoromethyl)phenyl)pyrimidin-2-yl)benzenesulfonamide